tert-Butyl (1S,3R)-1-(5-(((R)-1-(tert-butoxycarbonyl)pyrrolidin-3-yl)oxy)thiophen-2-yl)-3-methyl-2-(2,2,2-trifluoroethyl)-1,2,3,4-tetrahydro-9H-pyrido[3,4-b]indole-9-carboxylate C(C)(C)(C)OC(=O)N1C[C@@H](CC1)OC1=CC=C(S1)[C@H]1N([C@@H](CC2=C1N(C1=CC=CC=C21)C(=O)OC(C)(C)C)C)CC(F)(F)F